O[C@@H]1[C@H](C[C@H](C1)NC1=NC=NC=C1C(=O)C=1SC=C(C1)[C@H]1NCCC2=CC=CC=C12)CNS([O-])(=O)=O [(1R,2S,4R)-2-Hydroxy-4-{[5-({4-[(1S)-1,2,3,4-tetrahydroisoquinolin-1-yl]-2-thienyl}carbonyl)pyrimidin-4-yl]amino}cyclopentyl]methylsulfamate